C(C)OC1=C(C=C(C=C1)NC1=NC(=CC(=N1)NC)C)OCCCN1CCCC1 N2-(4-ethoxy-3-(3-(pyrrolidin-1-yl)propoxy)phenyl)-N4,6-dimethylpyrimidine-2,4-diamine